(S)-4-(3-(4-bromo-3-(trifluoromethyl)phenoxy)butyl)piperidine BrC1=C(C=C(O[C@H](CCC2CCNCC2)C)C=C1)C(F)(F)F